(4-methyl-3-{6-oxo-4-[6-(trifluoromethyl)pyridin-3-yl]-1,6-dihydropyrimidin-2-yl}benzyl)isobutyramide Cyano-Acrylate C(#N)OC(C=C)=O.CC1=C(C=C(CC(C(=O)N)(C)C)C=C1)C=1NC(C=C(N1)C=1C=NC(=CC1)C(F)(F)F)=O